7-(tert-Butyldimethylsiloxy)-N-methoxy-N,6,8-trimethyl-tetradec-2,4,10,12-tetraenamide O([Si](C)(C)C(C)(C)C)C(C(C=CC=CC(=O)N(C)OC)C)C(CC=CC=CC)C